[Cl-].[Cl-].CC1(C=C(C=C1)CCCC)[Zr+2]C1(C=C(C=C1)CCCC)C bis(1-methyl-3-n-butylcyclopentadienyl)zirconium dichloride